N-[(1S)-1-(2-adamantyl)-2-[4-(3,5-dimethyl-1H-pyrazol-4-yl)anilino]-2-oxo-ethyl]-2-(2-hydroxy-1-methyl-ethyl)pyrazole-3-carboxamide C12C(C3CC(CC(C1)C3)C2)[C@@H](C(=O)NC2=CC=C(C=C2)C=2C(=NNC2C)C)NC(=O)C=2N(N=CC2)C(CO)C